2,3,4,6-tetra-O-methyl-1,5-diacetyl-mannitol CO[C@H](C(O)C(C)=O)[C@@H](OC)[C@H](OC)[C@](O)(COC)C(C)=O